FC1=NC(=CC=C1C=1NC2=CC=C(C=C2C1)O)N1C[C@@H](CCC1)O 2-{2-fluoro-6-[(3R)-3-hydroxypiperidin-1-yl]pyridin-3-yl}-1H-indol-5-ol